5-fluoro-6-methyl-3-(pyridin-2-yl)quinazolin-4(3H)-one FC1=C2C(N(C=NC2=CC=C1C)C1=NC=CC=C1)=O